3-carbonylpropionitrile C(=O)=CCC#N